O=C1NC(CCC1N1C(C2=CC=CC(=C2C1=O)OCCCCCC(=O)N)=O)=O 6-[[2-(2,6-dioxopiperidin-3-yl)-1,3-dioxoisoindol-4-yl]oxy]hexanamide